BrC1=CC=C(C=C1)C1=CC=C(O1)C=O 5-(4-bromophenyl)furan-2-carbaldehyde